CNC1=NNC(N=N1)NC 3,6-dimethylamino-1,6-dihydro-1,2,4,5-tetrazine